C(C)(C)(C)C=1C=C(C=CC1C#N)NC(=O)NC=1C=CC2=C(S(C=C2)(=O)=O)C1 1-(3-(tert-butyl)-4-cyanophenyl)-3-(1,1-dioxidobenzo[b]thiophen-6-yl)urea